6-Ethoxy-4-(6-fluoropyridin-3-yl)pyrazolo[1,5-a]pyridine-3-carbonitrile C(C)OC=1C=C(C=2N(C1)N=CC2C#N)C=2C=NC(=CC2)F